N-methyl-3-(1-methyl-1H-imidazol-4-yl)-1-(3-(trifluoromethyl)phenyl)-1H-indole-5-sulfonamide CNS(=O)(=O)C=1C=C2C(=CN(C2=CC1)C1=CC(=CC=C1)C(F)(F)F)C=1N=CN(C1)C